C(C1=CC=CC=C1)O[C@@H]1C[C@@H]([C@H](CC1)N[C@@H](C)C1=CC=CC=C1)O[Si](C)(C)C(C)(C)C (1S,2S,4S)-4-(benzyloxy)-2-((tert-butyldimethylsilyl)oxy)-N-((S)-1-phenylethyl)cyclohexan-1-amine